N[C@H](C(=O)NCCOCCOCCOCCNC([C@@H](NC(C1=NN(C2=CC=CC=C12)CCCC=C)=O)C(C)(C)C)=O)CCC(=O)NCCOCCOCCOCCNC([C@@H](NC(=O)C1=NN(C2=CC=CC=C12)CCCC=C)C(C)(C)C)=O (S)-2-amino-N1,N5-bis((S)-3-(tert-butyl)-1,4-dioxo-1-(1-(pent-4-en-1-yl)-1H-indazol-3-yl)-8,11,14-trioxa-2,5-diazahexadecan-16-yl)pentanediamide